N-(3-Cyano-4-fluorophenyl)-5,6,9,10-tetrahydro-4H-isoxazolo[5'',4'':3',4']cyclohepta-[1',2':3,4]pyrazolo[1,5-a]pyrazine-11(12H)-carboxamide C(#N)C=1C=C(C=CC1F)NC(=O)N1CC=2N(CC1)N=C1C2C2=C(CCC1)C=NO2